1-(Bicyclo[1.1.1]pentan-1-yl)-2-diazoethane-1-one C12(CC(C1)C2)C(C=[N+]=[N-])=O